oxygen stearone CCCCCCCCCCCCCCCCCC(=O)CCCCCCCCCCCCCCCCC.[O]